tri(n-butyl)dodecylphosphonium bromide [Br-].C(CCC)[P+](CCCCCCCCCCCC)(CCCC)CCCC